C(C#C)OC1=CC=NC2=C(C=CC=C12)S(=O)(=O)NC1=C(C=CC=C1)C#CC=1C=CC(=NC1)C(=O)O 5-(2-{2-[4-(prop-2-yn-1-yloxy)quinoline-8-sulfonamido]phenyl}ethynyl)pyridine-2-carboxylic acid